CC1C(C2=CC(=CC=C2C1)C)N 2,6-dimethylindan-1-amine